6-(7-Chloro-1H-benzo[d]imidazole-2-carbonyl)-5,6,7,8-tetrahydro-1,6-naphthyridine-5-carbonitrile ClC1=CC=CC2=C1NC(=N2)C(=O)N2C(C=1C=CC=NC1CC2)C#N